(S)-N-1-(4-chlorophenyl)ethyl-2-(4-oxothieno[2,3-d]pyridazin-5(4H)yl)acetamide ClC1=CC=C(C=C1)[C@H](C)NC(CN1N=CC2=C(C1=O)C=CS2)=O